C1(=CC(=CC=C1)C=1N=NNC1C(=O)O)C1=CC=CC=C1 4-([1,1'-biphenyl]-3-yl)-1H-1,2,3-triazole-5-carboxylic acid